undecyldimethylallylammonium chloride [Cl-].C(CCCCCCCCCC)[NH2+]CC=C(C)C